1-[(1R)-7,8-dichloro-1-methyl-1H,3H,4H-pyrazino[1,2-b]indazol-2-yl]-2-hydroxyethanone ClC1=C(C=CC2=C3N(N=C12)CCN([C@@H]3C)C(CO)=O)Cl